CN(C)CC1=C(C=CC(=N1)NC=1C=CC(=C2CNC(C12)=O)C1=C2C(=NC=C1)N(C=C2)C)[C@H]2COCC2 (S)-7-((6-((dimethylamino)-methyl)-5-(tetrahydrofuran-3-yl)pyridin-2-yl)amino)-4-(1-methyl-1H-pyrrolo[2,3-b]pyridin-4-yl)isoindolin-1-one